L-2,4-dimethoxyaniline COC1=C(N)C=CC(=C1)OC